4-amino-3-methylpiperidin-2-one hydrochloride Cl.NC1C(C(NCC1)=O)C